N[C@@H]1C[C@H](C1)CNC(OC(C)(C)C)=O tert-butyl (((trans)-3-aminocyclobutyl)methyl)carbamate